C1NCCC12CCN(CC2)C2=C(C(N(C1=CC(=CC=C21)N2CCN(CC2)C)C)=O)C#N 4-(2,8-diazaspiro[4.5]decan-8-yl)-1-methyl-7-(4-methylpiperazin-1-yl)-2-oxo-1,2-dihydro-quinoline-3-carbonitrile